C(CCC)OC(=O)N1CCN(CC1)C([C@H](CP(=O)(OOCC)OOCC)NC(=O)OC(C)(C)C)=O 4-[(R)-2-tert-Butoxycarbonylamino-3-(diethoxy-phosphono)-propionyl]-piperazine-1-carboxylic acid butyl ester